methyl-Nω-((2,2,4,6,7-pentamethyl-2,3-dihydrobenzofuran-5-yl)sulfonyl)-L-arginine CN[C@@H](CCCNC(NS(=O)(=O)C=1C(=C(C2=C(CC(O2)(C)C)C1C)C)C)=N)C(=O)O